TERT-BUTYL 2-FLUORO-6-FORMYLPHENYLCARBAMATE FC1=C(C(=CC=C1)C=O)NC(OC(C)(C)C)=O